(S)-ethyl 3-piperidinecarboxylate N1C[C@H](CCC1)C(=O)OCC